oxo-N-methyl-L-phenylalanine O=C([C@H](NC)C(=O)O)C1=CC=CC=C1